6-(1-ethoxyvinyl)-7-isopropoxy-4-(1-methyl-3-phenyl-1H-pyrazol-4-yl)quinazoline C(C)OC(=C)C=1C=C2C(=NC=NC2=CC1OC(C)C)C=1C(=NN(C1)C)C1=CC=CC=C1